8-Oxo-2'-deoxyadenosine O=C1N([C@H]2C[C@H](O)[C@@H](CO)O2)C2=NC=NC(C2=N1)=N